C(CCCCCCCCCCCCCCCCC)NC(CCC=C(C(=O)N)C)=O [3-(octadecylamino)-3-oxo-propyl]-2-methyl-prop-2-enamide